C(C)(C)(C)OC(N[C@@H]1C2=CC=CC=C2CC12CCN(CC2)C2=NC(=CC(=N2)C#N)C)=O (S)-(1'-(4-cyano-6-methylpyrimidin-2-yl)-1,3-dihydrospiro[indene-2,4'-piperidin]-1-yl)carbamic acid tert-butyl ester